3-bromo-3'',5',5''-tri-tert-butyl-1,1':3',1''-terphenyl BrC=1C=C(C=CC1)C1=CC(=CC(=C1)C(C)(C)C)C1=CC(=CC(=C1)C(C)(C)C)C(C)(C)C